2-({2-[4-(2-hydroxy-2-methylpropoxy)pyridin-2-yl]-5H,6H,7H-cyclopenta[d]pyrimidin-4-yl}(methyl)amino)-N-(6-methoxypyridin-3-yl)acetamide OC(COC1=CC(=NC=C1)C=1N=C(C2=C(N1)CCC2)N(CC(=O)NC=2C=NC(=CC2)OC)C)(C)C